1,3-Diiodopropane ICCCI